CN(C/C=C/C(=O)NC1=CC(=NC=C1)C=1C=CC=C2C=NC(=NC12)NC=1C=NC(=CC1)N1CCOCC1)C (E)-4-(dimethylamino)-N-(2-(2-((6-morpholinylpyridin-3-yl)amino)quinazolin-8-yl)pyridin-4-yl)but-2-enamide